2-Methyl-5-(1-methylethenyl)-cyclohexen-2-ol CC1(C=CC(CC1)C(=C)C)O